(1R,3S)-3-(1-(tert-butyl)-5-((2-methylpyridin-3-yl)amino)-1H-pyrazol-3-yl)cyclopentyl formate C(=O)O[C@H]1C[C@H](CC1)C1=NN(C(=C1)NC=1C(=NC=CC1)C)C(C)(C)C